(R)-1-(3-(3-(5-amino-2-chloropyrimidin-4-yl)-5-chlorophenyl)morpholino)prop-2-en-1-one NC=1C(=NC(=NC1)Cl)C=1C=C(C=C(C1)Cl)[C@@H]1COCCN1C(C=C)=O